ClC1=C(C(=C(C=C1OC)OC)Cl)C1=CC2=C(N=C(N=C2)N[C@H]2[C@H](CN(C2)C)NC(C=C)=O)C=N1 N-((3S,4R)-4-((6-(2,6-dichloro-3,5-dimethoxyphenyl)pyrido[3,4-d]pyrimidin-2-yl)amino)-1-methylpyrrolidin-3-yl)acrylamide